7-(3-((tert-butyldimethylsilyl)oxy)cyclobutyl)thiazolo[5,4-b]pyridine [Si](C)(C)(C(C)(C)C)OC1CC(C1)C1=C2C(=NC=C1)SC=N2